CN(CC(=O)[O-])C1(CC1)C#N methyl(1-cyanocyclopropyl)glycinate